racemic-tert-butyl 2,2-dimethyl-4-[3-[(6-sulfamoyl-2-pyridyl)amino]propyl]pyrrolidine-1-carboxylate CC1(N(C[C@@H](C1)CCCNC1=NC(=CC=C1)S(N)(=O)=O)C(=O)OC(C)(C)C)C |r|